ClC1=NC=2N(C(=C1)NCC1=CC=C(C=C1)C1=NC=CC=N1)N=CC2C2CC2 5-chloro-3-cyclopropyl-N-(4-(pyrimidin-2-yl)benzyl)pyrazolo[1,5-a]pyrimidin-7-amine